FC=1C=C(C=C(C1)F)B1OC(C(O1)(C(F)(F)F)C(F)(F)F)(C(F)(F)F)C(F)(F)F 3,5-difluorophenyl-4,4,5,5-tetrakis(trifluoromethyl)-1,3,2-dioxaborolane